3-[(3-fluoro-2-methoxyphenyl)amino]-2-(6-methoxy-1,5-naphthyridin-4-yl)-1H,5H,6H,7H-pyrrolo[3,2-c]pyridin-4-one FC=1C(=C(C=CC1)NC1=C(NC2=C1C(NCC2)=O)C2=CC=NC1=CC=C(N=C21)OC)OC